COC(=O)C=1C=CC(=NC1)C1=NC=C(C=C1)C(=O)OC dimethyl-2,2'-bipyridine-5,5'-dicarboxylate